N-(1-Cyanocyclopropyl)-9-(5-(difluoromethyl)-1,3,4-thiadiazol-2-yl)-4-(4-methylpiperazin-1-yl)-9H-pyrimido[4,5-b]indole-7-sulfonamide C(#N)C1(CC1)NS(=O)(=O)C1=CC=C2C3=C(N(C2=C1)C=1SC(=NN1)C(F)F)N=CN=C3N3CCN(CC3)C